C(C)(C)(C)C1=C(C(=CC=C1C)O)C(C)(C)C di-tert.Butyl-p-cresol